heptadecafluoro-1-decyl vinyl ether C(=C)OC(C(C(C(C(C(C(CCC(F)(F)F)(F)F)(F)F)(F)F)(F)F)(F)F)(F)F)(F)F